IC1=CC=2N=C(N=C(C2S1)NCC=1C=NN(C1)C)N 6-iodo-N4-((1-methyl-1H-pyrazol-4-yl)methyl)thieno[3,2-d]Pyrimidine-2,4-diamine